ClC1=NN(C=C1C1=NC=CC(=N1)NC=1N=CC2=C(C=CC(=C2C1)C(C)C)N1[C@@H]([C@H](C1)CS(=O)(=O)C)C)C1CC(C1)(F)F N-(2-(3-chloro-1-(3,3-difluorocyclobutyl)-1H-pyrazol-4-yl)pyrimidin-4-yl)-5-isopropyl-8-((2R,3S)-2-methyl-3-((methanesulfonyl)methyl)azetidin-1-yl)isoquinolin-3-amine